FC1=CC(=C(C(=C1)C(C)C)NC(=O)NS(=O)(=O)C=1SC(=CN1)C(C)(C)O)C(C)C N-(4-fluoro-2,6-diisopropylphenyl-carbamoyl)-5-(2-hydroxypropan-2-yl)thiazole-2-sulfonamide